N[C@@H]1C[C@@H](CC12CCN(CC2)C=2C(=NC(=C(N2)C)C2=C(C(=CC=C2)Cl)Cl)CO)OC2CC2 {3-[(1R,3R)-1-amino-3-cyclopropoxy-8-azaspiro[4.5]dec-8-yl]-6-(2,3-dichlorophenyl)-5-methylpyrazin-2-yl}methanol